[Ir](O)(O)(O)=O iridium hydroxide oxide